(3S,4R)-4-(4-fluoro-N-methyl-anilino)-3-methyl-piperidine-1-carboxylic acid tert-butyl ester C(C)(C)(C)OC(=O)N1C[C@@H]([C@@H](CC1)N(C1=CC=C(C=C1)F)C)C